2-(4-methyl-2-(trifluoromethyl)pyrimidin-5-yl)-2,8-diazaspiro[4.5]decane hydrochloride Cl.CC1=NC(=NC=C1N1CC2(CC1)CCNCC2)C(F)(F)F